Methyl 4-(3-(4,6-difluoropyridin-3-yl)thioureido)thiazole-5-carboxylate FC1=C(C=NC(=C1)F)NC(NC=1N=CSC1C(=O)OC)=S